rac-tert-butyl (R)-2-(6-(2,6-dioxopiperidin-3-yl)-3,4-dihydroisoquinolin-2(1H)-yl)acetate O=C1NC(CC[C@@H]1C=1C=C2CCN(CC2=CC1)CC(=O)OC(C)(C)C)=O |r|